ClC1=CC(=C(C=C1)C1=C(C=C(C=C1)C1CN(C1)C(=O)N1C[C@H](CC1)C(=O)N)S(=O)(=O)C)F (3S)-1-[3-[4-(4-chloro-2-fluoro-phenyl)-3-methylsulfonyl-phenyl]azetidine-1-carbonyl]pyrrolidine-3-carboxamide